ethyl 2,4-hexadienoate C(C=CC=CC)(=O)OCC